ClC1=NC(=C2C(=N1)N(N=C2)[C@H]2[C@@H]([C@@]([C@H](O2)CO)(O)C#CC)O)N2C[C@@H]1[C@H](C2)CCC1 (2R,3S,4R,5R)-5-(6-chloro-4-((3aR,6aS)-hexahydrocyclopenta[c]pyrrol-2(1H)-yl)-1H-pyrazolo[3,4-d]pyrimidin-1-yl)-2-(hydroxymethyl)-3-(prop-1-yn-1-yl)tetrahydrofuran-3,4-diol